COC1(CC1)C12CNCC(C1)C2 1-(1-methoxycyclopropyl)-3-azabicyclo[3.1.1]heptane